NC=1C=NC=2C(CN(CC2C1)C(=O)OC(C)(C)C)C tert-Butyl 3-amino-8-methyl-7,8-dihydro-1,6-naphthyridine-6(5H)-carboxylate